BrC1=C2N([C@H](C(NC2=CC=C1)=O)CCC)C(=O)C=1C=NN(C1)C (S)-5-bromo-4-(1-methyl-1H-pyrazole-4-carbonyl)-3-propyl-3,4-dihydroquinoxalin-2(1H)-one